N-[(5-chlorothiophen-2-yl)methyl]-1-(2-methoxybenzoyl)-3-phenyl-1H-1,2,4-triazol-5-amine ClC1=CC=C(S1)CNC1=NC(=NN1C(C1=C(C=CC=C1)OC)=O)C1=CC=CC=C1